CN(C(=O)[C@H]1CC12CCN(CC2)C(=O)OC(C(F)(F)F)C(F)(F)F)C2=NC=CC=C2 1,1,1,3,3,3-hexafluoropropan-2-yl (S)-1-(methyl(pyridin-2-yl)carbamoyl)-6-azaspiro[2.5]octane-6-carboxylate